9-(6-methoxy-5-(6-(trifluoromethyl)pyridineamido)-2H-indazol-2-yl)-3-azaspiro[5.5]undecan COC=1C(=CC2=CN(N=C2C1)C1CCC2(CCNCC2)CC1)NC(=O)C1=NC(=CC=C1)C(F)(F)F